BrCC1=C(C(=O)OC)C=CC(=N1)C1=CC=C(C=C1)Cl methyl 2-bromomethyl-6-(4-chloro-phenyl)-nicotinate